(2-(3-aminopropyl)-3,4-difluorophenyl)-3-(2-bromo-6-methoxypyridin-3-yl)-6-(trifluoromethyl)-2,3-dihydropyrido[3,4-d]pyrimidin-4(1H)-one, hydrochloride Cl.NCCCC1=C(C=CC(=C1F)F)N1CN(C(C2=C1C=NC(=C2)C(F)(F)F)=O)C=2C(=NC(=CC2)OC)Br